(2S,4S)-4-fluoro-1-[2-[(3R)-3-[(8-fluoro-5-quinolinyl)amino]pyrrolidin-1-yl]acetyl]pyrrolidine-2-carbonitrile F[C@H]1C[C@H](N(C1)C(CN1C[C@@H](CC1)NC1=C2C=CC=NC2=C(C=C1)F)=O)C#N